1-methyl-1-(4-methylphenyl)ethyl hydroperoxide CC(C)(C1=CC=C(C=C1)C)OO